CC1=NN2C(N(C([C@H](CC2)NC(=O)C2=NN(C=N2)CC2CC(C2)C)=O)C)=C1 N-((S)-2,4-Dimethyl-5-oxo-5,6,7,8-tetrahydro-4H-pyrazolo[1,5-a][1,3]diazepin-6-yl)-1-(((1S,3R)-3-methylcyclobutyl)methyl)-1H-1,2,4-triazol-3-carboxamid